6,7-dihydro-2H-[1,2,3]triazolo[4,5-f][1,4]oxazepin-8(5H)-on N=1NN=C2C1C(NCCO2)=O